2-{3-cyclopropyl-8-fluoro-9-[(6-(4-isopropyl-4H-1,2,4-triazol-3-yl)pyridin-2-yl)carbamoyl]-4H-benzo[f]imidazo[1,5-a][1,4]diazepin-5(6H)-yl}acetic acid C1(CC1)C=1N=CN2C1CN(CC1=C2C=C(C(=C1)F)C(NC1=NC(=CC=C1)C1=NN=CN1C(C)C)=O)CC(=O)O